C(C)(C)(C)OC(=O)C1(CCC1)C=1C=C2C(=NNC(C2=CC1)=O)CCl 1-(4-(chloromethyl)-1-oxo-1,2-dihydro-phthalazin-6-yl)cyclobutane-1-carboxylic acid tert-butyl ester